C(C)(C)(C)C=1C=C(C=C(C1O)C(C)(C)C)OC(CC)=O (3,5-di-t-butyl-4-hydroxyphenyl)-propionate